CC(CO)CO METHYLPROPANEDIOL